CN(CCNC(OC1=CC=C(C=C1)C1=C(C=C2C(=N1)N(N=C2NC(C2=CN=CC=C2)=O)CCCCCCC)Br)=O)C 4-(5-bromo-1-heptyl-3-(nicotinamido)-1H-pyrazolo[3,4-b]pyridin-6-yl)phenyl (2-(dimethylamino)ethyl)carbamate